4,4,5,5-tetramethyl-2-(2-methylprop-1-en-1-yl)-1,3,2-dioxaborolane CC1(OB(OC1(C)C)C=C(C)C)C